NC1=NC=NN2C1=CC=C2[C@H]2[C@@H]([C@@H]([C@@](O2)(CF)COP(=O)(OC2=CC=CC=C2)N[C@@H](C(C)C)C(=O)OCC)O)O ethyl ((((2R,3S,4R,5S)-5-(4-aminopyrrolo[2,1-f][1,2,4]triazin-7-yl)-2-(fluoromethyl)-3,4-dihydroxytetrahydrofuran-2-yl)methoxy)(phenoxy)phosphoryl)-L-valinate